(S)-(3-aminopyrrolidin-1-yl)(5-(4-(1-isopropylpiperidin-4-yl)phenyl)-3-propylthiophen-2-yl)methanone N[C@@H]1CN(CC1)C(=O)C=1SC(=CC1CCC)C1=CC=C(C=C1)C1CCN(CC1)C(C)C